monohexylphosphine oxide C(CCCCC)[PH2]=O